(S)-1-(2-methyl-4-(2-(pyrrolidin-1-yl)-4-(trifluoromethyl)benzyl)piperazine-1-carbonyl)-1H-pyrazole-3-carboxylic acid C[C@@H]1N(CCN(C1)CC1=C(C=C(C=C1)C(F)(F)F)N1CCCC1)C(=O)N1N=C(C=C1)C(=O)O